ClC=1C=C(C=2N(N1)C(=CN2)F)[C@@H]2[C@H](C2)C2=NC=C(C=C2F)Cl 6-chloro-8-((1S,2S)-2-(5-chloro-3-fluoropyridin-2-yl)cyclopropyl)-3-fluoroimidazo[1,2-b]pyridazine